7-fluoro-5-isopropyl-3-methyl-2,3-dihydrobenzofuran-4-ol FC=1C=C(C(=C2C(COC21)C)O)C(C)C